ClC=1C=C(C#N)C=C(C1)CCN1C[C@H](NCC1)COC1=CC=C(C=C1)S(=O)(=O)CCO 3-chloro-5-{2-[(3S)-3-{[4-(2-hydroxyethane-sulfonyl)phenoxy]methyl}piperazin-1-yl]ethyl}benzonitrile